6-Amino-3-((1S,4s)-4'-chloro-4-hydroxy-4-methyl-1',2'-dihydrospiro[cyclohexane-1,3'-pyrrolo[2,3-b]pyridin]-5'-yl)-2-fluoro-N,N-dimethylbenzamide NC1=CC=C(C(=C1C(=O)N(C)C)F)C=1C(=C2C(=NC1)NCC21CCC(CC1)(C)O)Cl